CC1=CC(=NC=C1OC1=CC(=C2C(=N1)N(C=N2)C)NC2=NC=C(C=C2)C(=O)N2CC1(C2)CN(C1)C)C#N 4-methyl-5-[3-methyl-7-[[5-(6-methyl-2,6-diazaspiro[3.3]heptane-2-carbonyl)-2-pyridinyl]amino]imidazo[4,5-b]pyridin-5-yl]oxy-pyridine-2-carbonitrile